(S)-N-(1-amino-3-hydroxy-2-methyl-1-oxopropan-2-yl)-2-methyl-6-phenoxyindolizine-3-carboxamide NC([C@@](CO)(C)NC(=O)C1=C(C=C2C=CC(=CN12)OC1=CC=CC=C1)C)=O